O1P(OC2=C(C(=CC=C2C(C)(C)C)C)C(CCC)C2=C1C(=CC=C2C)C(C)(C)C)OP([O-])[O-] butylidenebis(3-methyl-6-tert-butylphenyl) diphosphite